3-(8,8-difluoro-7-hydroxybicyclo[4.2.0]oct-1,3,5-triene-2-enyloxy)-5-difluoromethylbenzonitrile FC1(C(C2=CC(=C=C=C12)OC=1C=C(C#N)C=C(C1)C(F)F)O)F